Tert-butyl (S)-5-(3-(4-aminophenyl)-2-(2-((5-chloro-2-(1H-tetrazol-1-yl) phenyl) amino)-2-oxoacetylamino) propionamido)-1H-indole-2-carboxylate NC1=CC=C(C=C1)C[C@@H](C(=O)NC=1C=C2C=C(NC2=CC1)C(=O)OC(C)(C)C)NC(C(=O)NC1=C(C=CC(=C1)Cl)N1N=NN=C1)=O